C(C)(C)(C)OC(=O)NC=1C(=CC(=C(C1)B(O)O)OC)F (5-((tert-Butoxycarbonyl)amino)-4-fluoro-2-methoxyphenyl)boronic acid